2-amino-5-(methylsulfonyl)-benzoic acid NC1=C(C(=O)O)C=C(C=C1)S(=O)(=O)C